3-(tert-butoxycarbonylamino)azetidine C(C)(C)(C)OC(=O)NC1CNC1